(E)-2-methoxy-3-(2-nitrovinyl)pyridine COC1=NC=CC=C1\C=C\[N+](=O)[O-]